4-HYDROXY-5-METHYLHEXANOIC ACID OC(CCC(=O)O)C(C)C